C1NCCC2=CC(=CC=C12)C=1C=C2C(=NC1)NN=C2C2=CC1=C(C(NCCO1)=O)C=C2 8-(5-(1,2,3,4-tetrahydroisoquinolin-6-yl)-1H-pyrazolo[3,4-b]pyridin-3-yl)-3,4-dihydrobenzo[f][1,4]oxazepin-5(2H)-one